C1(CCCC1)ONC(C1=CC=C(C=C1)NC1=NC=C(C(=N1)NC1=C(C=CC=C1)P(=O)(C)C)C(F)(F)F)=O N-(cyclopentyloxy)-4-((4-((2-(dimethylphosphoryl)phenyl)amino)-5-(trifluoromethyl)pyrimidin-2-yl)amino)benzamide